2-(1-(cyclopropylsulfonyl)-1H-pyrazol-4-yl)-N-(4-(4-fluoropiperidin-1-yl)-5-((1-(tetrahydro-2H-pyran-4-yl)-1H-pyrazol-4-yl)ethynyl)pyridin-2-yl)pyrimidin-4-amine C1(CC1)S(=O)(=O)N1N=CC(=C1)C1=NC=CC(=N1)NC1=NC=C(C(=C1)N1CCC(CC1)F)C#CC=1C=NN(C1)C1CCOCC1